2-bromo-4-pyrone BrC=1OC=CC(C1)=O